5-(4-methyl-piperazin-1-ylmethyl)-furan-2-carboxylic acid CN1CCN(CC1)CC1=CC=C(O1)C(=O)O